N[C@@H](C(C)(C)C)CO tertiary leucinol